C(C)(=O)C1=CC=C(C=C1)N1C(N2N(CC=C3C2C=2C=CC(=CC2OC3(C)C)N)C1=O)=O 2-(4-acetylphenyl)-10-amino-7,7-dimethyl-5,12b-dihydro-1H,7H-chromeno[4,3-c][1,2,4]triazolo[1,2-a]pyridazine-1,3(2H)-dione